CC=1N=C(SC1C)NCC1=CC2=CC=CC=C2C=C1 (4,5-dimethylthiazol-2-yl)(naphthalen-2-yl)methylamine